oleic acid Isostearyl ester C(CCCCCCCCCCCCCCC(C)C)OC(CCCCCCC\C=C/CCCCCCCC)=O